N1(CCCCC1)N1CN=CC2=C1C=CS2 piperidino-dihydrothienopyrimidine